2-{[4-amino-6-(5-chloro-2-fluorophenyl)pyridazin-3-yl]methoxy}ethan-1-ol NC1=C(N=NC(=C1)C1=C(C=CC(=C1)Cl)F)COCCO